O=C1NC(CCC1N1C(C2=CC=C(C=C2C1=O)N1CCC(CC1)OCCCO)=O)=O 2-(2,6-dioxo-3-piperidyl)-5-[4-(3-hydroxypropoxy)-1-piperidyl]isoindoline-1,3-dione